C1(=CC(=CC=C1)C(C)C1=CC=2NC3=CC=CC=C3SC2C=C1)C 2-(1-(m-tolyl)ethyl)-10H-phenothiazine